ClC1=NC(=CC(=C1)C(\C(=C\C1=CC(=C(C=C1)OC)O)\C)=O)OC (E)-1-(2-chloro-6-methoxypyridin-4-yl)-3-(3-hydroxy-4-methoxyphenyl)-2-methylpropan-2-en-1-one